NC1=NC(=C(C=2N1C(N(N2)C[C@@H]2OCCC2)=O)C2=CC(=NC(=C2)C(F)(F)F)CO)C2=CC=CC=C2 5-amino-8-[2-(hydroxymethyl)-6-(trifluoromethyl)-4-pyridyl]-7-phenyl-2-[[(2R)-tetrahydrofuran-2-yl]methyl]-[1,2,4]triazolo[4,3-c]pyrimidin-3-one